9-(4-(1-(2-hydroxyethyl)-1H-1,2,3-triazol-4-yl)benzyl)-2-(2-isopropylphenyl)-7,9-dihydro-8H-purin-8-one OCCN1N=NC(=C1)C1=CC=C(CN2C3=NC(=NC=C3NC2=O)C2=C(C=CC=C2)C(C)C)C=C1